4,6-dimethyl-N-(2-(piperazin-1-yl)-5-(trifluoromethyl)phenyl)pyrimidin-2-amine CC1=NC(=NC(=C1)C)NC1=C(C=CC(=C1)C(F)(F)F)N1CCNCC1